Trimethoxy(aminopropyl)silan CO[Si](CCCN)(OC)OC